FC(OC1=CC(=NN1)NC1=NC(=CN=C1)O[C@@H](C)[C@@H]1COCC1)F N-(5-(difluoromethoxy)-1H-pyrazol-3-yl)-6-((S)-1-((S)-tetrahydrofuran-3-yl)ethoxy)pyrazin-2-amine